N1(CCOCC1)C=1NC(C2=C(N1)CNCC2)=O 5,6,7,8-tetrahydro-2-(4-morpholinyl)-pyrido[3,4-d]pyrimidin-4(3H)-one